2,2-di(5-methyl-2-furyl)propane tert-butyl-5-[5-fluoro-6-[[4-methyl-6-(methylamino)pyrimidin-2-yl]amino]-1,3-benzodioxol-4-yl]-2-methyl-2,3,4,7-tetrahydroazepine-1-carboxylate C(C)(C)(C)OC(=O)N1C(CCC(=CC1)C1=C(C(=CC=2OCOC21)NC2=NC(=CC(=N2)C)NC)F)C.CC2=CC=C(O2)C(C)(C)C=2OC(=CC2)C